N1=C(C=CC=C1)C=1N=C(SC1)C1=C(C(=O)N)C=CC=C1 [4-(2-pyridyl)thiazol-2-yl]benzamide